(4-(5-(2-Methyl-[1,1'-biphenyl]-3-yl)-1,3,4-oxadiazol-2-yl)benzyl)glycine methyl ester COC(CNCC1=CC=C(C=C1)C=1OC(=NN1)C=1C(=C(C=CC1)C1=CC=CC=C1)C)=O